dibromo-4,4'-dichlorobiphenyl BrC=1C(=C(C=CC1Cl)C1=CC=C(C=C1)Cl)Br